BrC=1C=CC2=C(N=C(O2)C2=NCCC3=C2N=CN3)C1 4-(5-bromobenzo[d]oxazol-2-yl)-6,7-dihydro-1H-imidazo[4,5-c]pyridin